O=C1NC(CCC1N1CC2=C(C=C(C=C2C1=O)OC(N(C1=CC(=CC(=C1)C)Cl)C)=O)F)=O (2-(2,6-dioxopiperidin-3-yl)-7-fluoro-3-oxoisoindolin-5-yl)methyl(3-chloro-5-methyl phenyl)carbamate